NC1=NC(=C2N=CN(C2=N1)CC1=CC(=C(C=C1)N)C)C=1C=C(C=NC1)C#N 5-[2-amino-9-[(4-amino-3-methyl-phenyl)methyl]purin-6-yl]pyridine-3-carbonitrile